C[C@H]1NC(O[C@H]1C1=CC=CC=C1)=O (4R,5S)-4-methyl-2-oxo-5-phenyloxazolidin